O=C1CCOC2=C(C=CC=C12)C#N 4-oxochromane-8-carbonitrile